NCC1=NN(C(=C1CCOC1=C(C=CC(=C1)F)C=1C=CC=2N(C1)C(=CN2)CCN)C)C 2-[6-(2-{2-[3-(aminomethyl)-1,5-dimethyl-1H-pyrazol-4-yl]ethoxy}-4-fluorophenyl)imidazo[1,2-a]pyridin-3-yl]ethan-1-amine